NCCNCCC[Si](OC)(OC)C N-(aminoethyl)-aminopropyl-methyldimethoxysilane